ClC=1C=C2CCN(CC2=C(C1)[C@H]1N(CCC1)C(=O)OC(C)(C)C)C(=O)N1[C@@H](COCC1)C.FC(=C(F)F)F.C=C ETHYLENE TETRAFluoro Ethylene tert-butyl (S)-2-[6-Chloro-2-[(R)-3-methylmorpholine-4-carbonyl]-1,2,3,4-tetrahydroisoquinolin-8-yl]pyrrolidine-1-carboxylate